N-(tetrahydro-2H-pyran-4-yl)-1-((2-(trimethylsilyl)ethoxy)methyl)-1H-pyrrolo[3,2-c]Pyridin-6-amine O1CCC(CC1)NC1=CC2=C(C=N1)C=CN2COCC[Si](C)(C)C